(S)-3-Fluoro-2-((R)-3-methylmorpholin-4-yl)-9-(2-oxo-2-piperidin-1-ylethyl)-8-trifluoromethyl-6,7,8,9-tetrahydro-pyrimido[1,2-a]-pyrimidin-4-one FC1=C(N=C2N(C1=O)CC[C@H](N2CC(N2CCCCC2)=O)C(F)(F)F)N2[C@@H](COCC2)C